sodium mannuronate O=C[C@@H](O)[C@@H](O)[C@H](O)[C@H](O)C(=O)[O-].[Na+]